4-[2-(1-methylcyclopropoxy)ethyl-[4-(5,6,7,8-tetrahydro-1,8-naphthyridin-2-yl)butyl]amino]-2-[[4-(trifluoromethyl)tetrahydropyran-4-carbonyl]amino]butanoic acid CC1(CC1)OCCN(CCC(C(=O)O)NC(=O)C1(CCOCC1)C(F)(F)F)CCCCC1=NC=2NCCCC2C=C1